ClC1=CC=C(C=C1)CCC[C@@H](B1OC(C(O1)(C)C)(C)C)NC([C@@H](COC)NC(OC(C)(C)C)=O)=O tert-butyl ((R)-1-(((R)-4-(4-chlorophenyl)-1-(4,4,5,5-tetramethyl-1,3,2-dioxaborolan-2-yl)butyl)amino)-3-methoxy-1-oxopropan-2-yl)carbamate